6-(3-amino-6-(1-methyl-1H-pyrazol-4-yl)pyrazin-2-yl)-4-cyclobutyl-2-(3,5-dimethoxyphenyl)pyridazin-3(2H)-one NC=1C(=NC(=CN1)C=1C=NN(C1)C)C=1C=C(C(N(N1)C1=CC(=CC(=C1)OC)OC)=O)C1CCC1